FC=1C=C(CN2C(=NC3=C2C=CC=C3)N3CCC(CC3)NC=3C2=C(N=CN3)C(=NN2C)C2=CC(=CC=C2)F)C=CC1 N-(1-(1-(3-fluorobenzyl)-1H-benzo[d]imidazol-2-yl)piperidin-4-yl)-3-(3-fluorophenyl)-1-methyl-1H-pyrazolo[4,3-d]pyrimidin-7-amine